(S)-2-(2,6-dichlorobenzoylamino)-3-(5-(4,5-difluoro-2-(methoxy-d3)phenyl)quinolin-8-yl)propionic acid ClC1=C(C(=O)N[C@H](C(=O)O)CC=2C=CC(=C3C=CC=NC23)C2=C(C=C(C(=C2)F)F)OC([2H])([2H])[2H])C(=CC=C1)Cl